N-[2-[(2-hydroxyethyl)amino]ethyl]-glycine OCCNCCNCC(=O)O